C[C@@H]1CN(CCN1C1=NC=CC=C1)C(=O)OC(C)(C)C (R)-tert-butyl 3-methyl-4-(pyridin-2-yl)piperazine-1-carboxylate